S1C(=NC2=C1C=CC=C2)C=CC=O 3-(1,3-benzothiazol-2-yl)prop-2-enal